n-propane-2-one CC(C)=O